CN(C1=CC=C(C=C1)N1CCN(CC1)CN(C(=O)C1CCCCC1)C=1C=C(C=CC1)/C=C/C(=O)OC)C methyl (E)-3-(3-(N-((4-(4-(dimethylamino)phenyl)piperazin-1-yl)methyl)cyclohexanecarboxamido)phenyl)acrylate